O=C1NC=CC=C1C(=O)N 2-Oxo-1,2-dihydropyridine-3-carbamide